C(CCCCCCC)OC(NC1=CC(=C(C(=C1)C(C)(C)C)O)C(C)(C)C)=O Octyl-N-(3,5-di-tert-butyl-4-hydroxyphenyl)carbamat